C(C1=CC=CC=C1)OP(=O)(OCC1=CC=CC=C1)OCC([C@H](C(=O)NCCC(=O)NCCSC(C(=O)OC)=O)O)(C)C Methyl (R)-2-((2-(3-(4-((bis(benzyloxy)phosphoryl)oxy)-2-hydroxy-3,3-dimethylbutanamido)propanamido) ethyl)thio)-2-oxoacetate